4-(3-chloro-4-(9-(2-fluoro-5-(trifluoromethyl)benzyl)-6-(1-methylcyclopropoxy)-9H-purin-8-yl)phenoxy)-2-methylbutanoic acid ClC=1C=C(OCCC(C(=O)O)C)C=CC1C=1N(C2=NC=NC(=C2N1)OC1(CC1)C)CC1=C(C=CC(=C1)C(F)(F)F)F